C(C(=O)C)[C@@H](O)C(O)CO (R)-acetonylglycerol